OCC1CCN(CC1)C(=O)N1CCN2C=C(C3=CC(=CC(=C23)C1)C(F)(F)F)C1=CNC=C1C1=CN=C2N1C=CC=C2 3-(2-(4-(hydroxymethyl)piperidine-1-carbonyl)-9-(trifluoromethyl)-1,2,3,4-tetrahydro-[1,4]diazepino[6,7,1-hi]indol-7-yl)-4-(imidazo[1,2-a]pyridin-3-yl)-1H-pyrrole